[Si](C)(C)(C(C)(C)C)OCC1=C(C=C(CN2N=CC(=C2)C(=O)OCC)C=C1)C(F)F ethyl 1-(4-(((tert-butyldimethylsilyl)oxy)methyl)-3-(difluoromethyl)benzyl)-1H-pyrazole-4-carboxylate